[(3R)-4-amino-3-methyl-1,3-dihydrofuro[3,4-c]quinolin-8-yl]-[(3S)-3-[4-(trifluoromethoxy)phenyl]morpholin-4-yl]methanone NC1=NC=2C=CC(=CC2C2=C1[C@H](OC2)C)C(=O)N2[C@H](COCC2)C2=CC=C(C=C2)OC(F)(F)F